C(C)(C)(C)OC(=O)N1CC(C(C1)=O)N1CC2=CC=CC=C2CC1 trans-3-(3,4-dihydroisoquinolin-2(1H)-yl)-4-oxopyrrolidine-1-carboxylic acid tert-butyl ester